7H-pyrrolo[2,3-d]pyridazin-7-one N=1C=CC=2C1C(N=NC2)=O